C(C)(C)(CC(C)(C)C)C1=CC=C(C=C1)N1NC(=CC1C1=CC=C(C=C1)C(C)(C)C)C=CC1=CC=C(C=C1)C(C)(C)C 1-(4-tert-octyl-phenyl)-3-(4-tert-butyl-styryl)-5-(4-tert-butyl-phenyl)-pyrazoline